CNC1=NNC2=NC=CC=C21 3-methylamino-1H-pyrazolo[3,4-b]pyridin